3-methoxy-1-(pyrazin-2-yl)-1H-pyrazole-4-carboxylic acid COC1=NN(C=C1C(=O)O)C1=NC=CN=C1